[Cl-].C(C)(C)C1(C=CC=C1)[Y+]C1(C=CC=C1)C(C)C bis(isopropylcyclopentadienyl)yttrium Chloride